ClC1=CC(=C(C=N1)C=1C=NN(C1)CCNC(OC(C)(C)C)=O)F tert-butyl (2-(4-(6-chloro-4-fluoropyridin-3-yl)-1H-pyrazol-1-yl)ethyl)carbamate